4-methoxybenzylthio alcohol COC1=CC=C(CSO)C=C1